ClC1=CC=C(C=N1)CN1N=CC(=C1)CNC1=NC=2N([C@H](C(NC2C(=N1)C)=O)CC(C)C)C (S)-2-(((1-((6-chloropyridin-3-yl)methyl)-1H-pyrazol-4-yl)methyl)amino)-7-isobutyl-4,8-dimethyl-7,8-dihydropteridin-6(5H)-one